(2R,4R)-rel-4-(2,3-dichloro-6-hydroxyphenyl)-N,N-dimethylpiperidine-2-carboxamide ClC1=C(C(=CC=C1Cl)O)[C@H]1C[C@@H](NCC1)C(=O)N(C)C |o1:9,11|